[Sb+3].[OH-].[OH-].[OH-].[Al+3] aluminum trihydroxide antimony